2-Amino-N-[4-fluoro-2-methyl-5-[(5-methylpyridin-2-yl)carbamoyl]phenyl]-1,3-thiazole-5-carboxamide NC=1SC(=CN1)C(=O)NC1=C(C=C(C(=C1)C(NC1=NC=C(C=C1)C)=O)F)C